C(=O)C1CCC(CC1)N1N=C(C(=C1)NC(=O)C=1N=C(OC1)C1=CC(=NC=C1)N(C(OC(C)(C)C)=O)CC(F)(F)F)C(C)(C)O Tert-butyl N-[4-[4-[[1-(4-formylcyclohexyl)-3-(1-hydroxy-1-methyl-ethyl) pyrazol-4-yl]carbamoyl]oxazol-2-yl]-2-pyridyl]-N-(2,2,2-trifluoroethyl)carbamate